2-(((S)-2-((6-oxo-5-(trifluoromethyl)-1-((2-(trimethylsilyl)ethoxy)methyl)-1,6-dihydropyridazin-4-yl)amino)propoxy)methyl)cyclopropane-1-carboxylic acid Ethyl ester C(C)OC(=O)C1C(C1)COC[C@H](C)NC=1C=NN(C(C1C(F)(F)F)=O)COCC[Si](C)(C)C